O1C2=C(OCC1)C=C(C=C2)C(C)N[C@@H]2[C@@H](C2)C2=CC=CC=C2 (1S,2S)-N-(1-(2,3-dihydrobenzo[b][1,4]-dioxin-6-yl)ethyl)-2-phenylcyclopropan-1-amine